NC12CC3(CC(CC(C1)(C3)CC)(C2)CC)O[N+](=O)[O-].C(C=C)(=O)ON2C(CCC2=O)=O N-acryloxysuccinimide 3-amino-5,7-diethyladamantan-1-yl-nitrate